4-(3,8-diazabicyclo[3.2.1]oct-3-yl-2-((dihydro-1'H,3'H-spiro[oxetan-3,2'-pyrrolizine]-7a'(5'H)-yl)methoxy)-8-fluoropyrido[4,3-d]pyrimidin-7-yl)-5-ethyl-6-fluoronaphthalen-2-ol C12CN(CC(CC1)N2)C=2C1=C(N=C(N2)OCC23CCCN3CC3(C2)COC3)C(=C(N=C1)C1=CC(=CC3=CC=C(C(=C13)CC)F)O)F